C1(OCC(C)O1)=O 1,2-Propylene carbonate